N-hydroxy-2,2-dimethylpropanamidine ONC(C(C)(C)C)=N